FC1=CC(=C(C=C1)O)[C@@H](C)NC=1C=CC=2N(N1)C(=CN2)C2=NC=NC(=C2)CO (R)-4-fluoro-2-(1-((3-(6-(hydroxymethyl)pyrimidin-4-yl)imidazo[1,2-b]pyridazin-6-yl)amino)ethyl)phenol